n-tridecyl-butanediamine C(CCCCCCCCCCCC)C(CCC)(N)N